C[C@H]1N(CCOC1)C1=C2C(=NC(=C1)C=1C=NNC1)N(C=C2)S(=O)(=O)C (R)-3-methyl-4-(1-(methylsulfonyl)-6-(1H-pyrazol-4-yl)-1H-pyrrolo[2,3-b]pyridin-4-yl)morpholine